methyl N-(tert-butoxycarbonyl)-O-((1R,3S)-3-(2-(5,6,7,8-tetrahydro-1,8-naphthyridin-2-yl)ethyl)cyclobutyl)homoserinate C(C)(C)(C)OC(=O)N[C@@H](CCOC1CC(C1)CCC1=NC=2NCCCC2C=C1)C(=O)OC